C(C1=CC=CC=C1)(=O)ON=C(C(=O)C1=CC=C(C=C1)SCC1=CC=CC=C1)CC N-benzoyloxy-1-(4-phenylmethylthiophenyl)butan-1-one-2-imine